1-(4-(phenyl-(tetrahydro-2H-pyran-4-yl)methyl)-4H-furo[2',3':4,5]pyrrolo[3,2-b]pyridin-6-yl)ethan-1-one C1(=CC=CC=C1)C(N1C2=C(C3=NC=C(C=C31)C(C)=O)OC=C2)C2CCOCC2